CC=1OC2=C(C1C(=O)NC1=NN(C=C1)C)C=C(C=C2)OCC=2C(=NC=CC2)C(F)(F)F 2-methyl-N-(1-methyl-1H-pyrazol-3-yl)-5-((2-(trifluoromethyl)pyridin-3-yl)methoxy)benzo-furan-3-carboxamide